C(#N)[C@H](CC)NC(=O)C1=NNC(=C1)C=1C=C(C=CC1)C=1OC(=CN1)C(=O)NC(CC)CC (S)-2-(3-(3-((1-cyanopropyl)carbamoyl)-1H-pyrazol-5-yl)phenyl)-N-(pentan-3-yl)oxazole-5-carboxamide